(E)-3-(4-(2-ethoxyvinyl)-5-fluoro-3-methyl-1H-indazol-1-yl)piperidine-2,6-dione C(C)O/C=C/C1=C2C(=NN(C2=CC=C1F)C1C(NC(CC1)=O)=O)C